BrC1=CC=C(C2=CC=CC=C12)CC1=CC(N2[C@@H](CSC2=C1C1CC1)C(=O)O)=O (3R)-6-[(4-Bromo-1-naphthyl)methyl]-7-cyclopropyl-4-oxo-1-thia-3a-aza-3-indancarboxylic acid